benzyl (1-(1-oxopropan-2-yl)piperidin-4-yl)carbamate O=CC(C)N1CCC(CC1)NC(OCC1=CC=CC=C1)=O